ClC=1C=CC=C2C=CC=C(C12)N1CC=2N=C(N=C(C2CC1)N1C[C@@H](N(CC1)C(=O)OC(C)(C)C)CC#N)OC[C@H]1CN(CCO1)C tert-butyl (2S)-4-[7-(8-chloro-1-naphthyl)-2-[[(2R)-4-methylmorpholin-2-yl]methoxy]-6,8-dihydro-5H-pyrido[3,4-d]pyrimidin-4-yl]-2-(cyanomethyl)piperazine-1-carboxylate